(S,E)-3-(4-chlorophenyl)-N'-((4-chlorophenyl)sulfonyl)-N-((R)-2-methyl-3-sulfamoylpropyl)-4-phenyl-4,5-dihydro-1H-pyrazole-1-carboximidamide ClC1=CC=C(C=C1)C1=NN(C[C@@H]1C1=CC=CC=C1)/C(/NC[C@H](CS(N)(=O)=O)C)=N/S(=O)(=O)C1=CC=C(C=C1)Cl